NC1=NC=CC2=CC(=CC=C12)CNC(=O)C=1SC(=C(C1)C)CN1CCN(CC1)C1=CC=NC=C1 N-[(1-Amino-6-isoquinolyl)methyl]-4-methyl-5-[[4-(4-pyridyl)piperazin-1-yl]methyl]thiophene-2-carboxamide